C1(CCCC1)C1=CN=C2N1C=C(C=C2N2CCN(CC2)C(=O)N(C)C)S(NC2(CC2)C)(=O)=O 4-(3-cyclopentyl-6-(N-(1-methylcyclopropyl)sulfamoyl)imidazo[1,2-a]pyridin-8-yl)-N,N-dimethylpiperazine-1-carboxamide